2-[2-(1,2,2-trimethyl-3-bicyclo[3.1.0]hexanyl)cycloprop-yl]propan-1-ol CC12C(C(CC2C1)C1C(C1)C(CO)C)(C)C